3-{4-[(2-cyclopropylethyl)[(1s,4s)-4-(4H-1,2,4-triazol-3-yl)cyclohexyl]amino]-1-oxo-3H-isoindol-2-yl}piperidine-2,6-dione C1(CC1)CCN(C1=C2CN(C(C2=CC=C1)=O)C1C(NC(CC1)=O)=O)C1CCC(CC1)C1=NN=CN1